CN(C)C1=CC=C(C(=O)OCCCC)C=C1 butyl 4-(N,N-dimethylamino)-benzoate